O[C@@H]1C[C@@H](N2C1=NN(C2=O)C2CC(C2)C2=CC=CC=C2)C2=NC=CN=C2 (5R,7R)-7-hydroxy-2-((1r,3R)-3-phenylcyclobutyl)-5-(pyrazin-2-yl)-2,5,6,7-tetrahydro-3H-pyrrolo[2,1-c][1,2,4]triazol-3-one